FC1(CCN(CC1)C(=O)C1=CC=2C3C(CN(C2N=C1)C1=CC=C2C(=N1)C(N(C2)C)=O)C3)F (6-(4,4-difluoropiperidine-1-carbonyl)-1,1a,2,7b-tetrahydro-3H-cyclopropa[c][1,8]naphthyridin-3-yl)-6-methyl-5,6-dihydro-7H-pyrrolo[3,4-b]pyridin-7-one